C(C1=CC=CC=C1)N1CCN(CC1)C=1C=NN2C1C=CC(=C2)C=2C=NN(C2)C N-benzyl-4-[6-(1-methyl-1H-pyrazol-4-yl)pyrazolo[1,5-a]pyridin-3-yl]piperazine